ClC=1C(=C(C=2N(N1)C=NN2)COC)C 6-Chloro-8-(methoxymethyl)-7-methyl-[1,2,4]triazolo[4,3-b]pyridazine